(R)-6-bromo-5-methyl-3-(tetrahydrofuran-3-yl)quinazolin-4(3H)-one BrC=1C(=C2C(N(C=NC2=CC1)[C@H]1COCC1)=O)C